butyryl trihexylcitrate C(CCCCC)C(C(C(C(=O)OC(CCC)=O)(CCCCCC)CCCCCC)(O)C(=O)[O-])C(=O)[O-]